N-benzyl-1-(1,2,3,4-tetrahydronaphthalen-1-yl)methanamine hydrochloride Cl.C(C1=CC=CC=C1)NCC1CCCC2=CC=CC=C12